C(C1=CC=CC=C1)OC(=O)N1CCN(CC1)C1=C(C=C(C=C1)C(CC(=O)O)CC(=O)O)Cl 3-(4-(4-((benzyloxy)carbonyl)piperazin-1-yl)-3-chlorophenyl)glutaric acid